OC1CCC(CC1)N(CCCCCCCC(=O)NC(CCCCCCCCC)CCCCCCCCC)CCCCCCCC(=O)NC(CCCCCCCCC)CCCCCCCCC 8,8'-(((1s,4s)-4-hydroxycyclohexyl)azanediyl)bis(N-(nonadecan-10-yl)octanamide)